p-t-butylcyclohexyl acetate (p-t-butylcyclohexyl acetate) C(C)(C)(C)C1CCC(CC1)CC(=O)O.C(C)(=O)OC1CCC(CC1)C(C)(C)C